(E)-N-(4-((5-(furan-2-yl)-2-methoxyphenyl)amino)-7-methoxyquinazolin-6-yl)-4-(4-methylpiperazine-1-yl)but-2-enamide O1C(=CC=C1)C=1C=CC(=C(C1)NC1=NC=NC2=CC(=C(C=C12)NC(\C=C\CN1CCN(CC1)C)=O)OC)OC